benzyl (3S,4S)-3-(3-bromo-2-methylbenzamido)-4-hydroxypiperidine-1-carboxylate BrC=1C(=C(C(=O)N[C@H]2CN(CC[C@@H]2O)C(=O)OCC2=CC=CC=C2)C=CC1)C